4-(cyclopropylmethyl)-3-methyl-1,2-dihydropyridin-2-one C1(CC1)CC1=C(C(NC=C1)=O)C